OCC1=CC(=NC=C1C)[C@@H](C(C(=O)OC)(C)C)C1=C(C=2N(C=C1)C(=NN2)C(F)(F)F)C |r| methyl (RS)-3-(4-(hydroxymethyl)-5-methylpyridin-2-yl)-2,2-dimethyl-3-(8-methyl-3-(trifluoromethyl)-[1,2,4]triazolo[4,3-a]pyridin-7-yl)propanoate